COC(C(=C[O-])OC=1C(=C(C=CC1)C1=CC=CC=C1)C)=O.[Na+] sodium 3-methoxy-2-((2-methyl-[1,1'-biphenyl]-3-yl)oxy)-3-oxoprop-1-en-1-olate